N-(2-cyclopropyl-4-fluorophenyl)-7-nitro-N-(pyrimidin-2-yl)benzo[c][1,2,5]oxadiazol-4-amine C1(CC1)C1=C(C=CC(=C1)F)N(C1=CC=C(C2=NON=C21)[N+](=O)[O-])C2=NC=CC=N2